aminonaphthyl-vinyl-pyridine NC1=C(C(=NC=C1)C=C)C1=CC=CC2=CC=CC=C12